1,2,5-n-pentanetriol C(C(CCCO)O)O